5-bromo-4-(2,2-dimethyl-2H-chromen-8-yl)thiophen-2-amine BrC1=C(C=C(S1)N)C=1C=CC=C2C=CC(OC12)(C)C